fluoroaminonickel FN[Ni]